C(C)(=O)OC1(CCC(CC1)C(C)(C)C)C=C 4-(tert-butyl)-1-vinylcyclohexyl acetate